OC=1C=C2NC=C3C[C@H]4N(C[C@H](C(O)=O)C=C4C(C1)=C32)C |r| (±)-13-hydroxylysergic Acid